sodium (Z)-1-(N,N-diethylamino)-diazen-1-ium-1,2-diolate C(C)N(CC)/[N+](=N/[O-])/[O-].[Na+]